ClC=1C(=C(C(=O)N)C=CC1C[C@@H](CNC(CC(C1(CC1)C(F)(F)F)C1=NC=C(C=N1)Cl)=O)N(C)C)F 3-chloro-4-[(2S)-3-[3-(5-chloropyrimidin-2-yl)-3-[1-(trifluoromethyl)cyclopropyl]propanamido]-2-(dimethylamino)propyl]-2-fluorobenzamide